C(CCC)C1=CC=C(C=C1)C1=NC=CC=C1 2-(4-butylphenyl)pyridine